N-methyl-N-(2,3,5-trifluorobenzyl)-1-(trifluoromethyl)cyclopentanecarboxamide CN(C(=O)C1(CCCC1)C(F)(F)F)CC1=C(C(=CC(=C1)F)F)F